1-(4''-hydroxy-[1,1':3',1''-terphenyl]-3-yl)ethan-1-one OC1=CC=C(C=C1)C=1C=C(C=CC1)C1=CC(=CC=C1)C(C)=O